1-(3-(4-((3,4-dichloro-2-fluorophenyl)amino)-7-methoxyquinazolin-6-yl)azetidin-1-yl)-2-fluoroprop-2-en-1-one ClC=1C(=C(C=CC1Cl)NC1=NC=NC2=CC(=C(C=C12)C1CN(C1)C(C(=C)F)=O)OC)F